2-(3-{5-chloro-2-[(Oxan-4-yl)amino]pyrimidin-4-yl}-5-oxo-5H,6H,7H-pyrrolo[3,4-b]pyridin-6-yl)-N-[(1S)-1-[3-(difluoromethoxy)phenyl]-2-hydroxyethyl]acetamide ClC=1C(=NC(=NC1)NC1CCOCC1)C=1C=C2C(=NC1)CN(C2=O)CC(=O)N[C@H](CO)C2=CC(=CC=C2)OC(F)F